tartaric acid, hydrochloride Cl.C(C(O)C(O)C(=O)O)(=O)O